N-{2-fluoro-3-[6-oxo-4-(trifluoromethyl)-1,6-dihydropyrimidin-2-yl]-4-(trifluoromethyl)benzyl}-1-(8-methylquinolin-2-yl)piperidine-4-carboxamide FC1=C(CNC(=O)C2CCN(CC2)C2=NC3=C(C=CC=C3C=C2)C)C=CC(=C1C=1NC(C=C(N1)C(F)(F)F)=O)C(F)(F)F